3,5-dichloro-2-[6-(2-methyl-2,7-diazaspiro[3.5]nonan-7-yl)pyridazin-3-yl]phenol ClC=1C(=C(C=C(C1)Cl)O)C=1N=NC(=CC1)N1CCC2(CN(C2)C)CC1